4-({(4E)-4-[3-(3-chlorophenyl)prop-2-yn-1-ylidene]-3,3-dimethylpiperidin-1-yl}sulfonyl)morpholine ClC=1C=C(C=CC1)C#C\C=C/1\C(CN(CC1)S(=O)(=O)N1CCOCC1)(C)C